(3-trimethoxysilylpropyl)Silane CO[Si](CCC[SiH3])(OC)OC